FC=1C=2N(C=C(C1)NC(=O)C=1C=3N=CC=NC3C(=CC1)N1CC(CC1)NC)C=C(N2)C N-{8-fluoro-2-methylimidazo[1,2-a]pyridin-6-yl}-8-[3-(methylamino)pyrrolidin-1-yl]quinoxaline-5-carboxamide